1,4-Butandiol bis(3-mercaptopropionate) SCCC(=O)OCCCCOC(CCS)=O